1-(4-(1-(2,6-dichlorophenyl)azetidin-3-yl)-2,6-dimethylbenzyl)-2-methylpiperidine-4-carboxylic acid, formic acid salt C(=O)O.ClC1=C(C(=CC=C1)Cl)N1CC(C1)C1=CC(=C(CN2C(CC(CC2)C(=O)O)C)C(=C1)C)C